C[Hf](C1C=C(C=C1)CC(C)(C)C)(C1C=CC=2C3=C(C=CC12)C=CC=C3)(=[SiH2])(=[SiH2])(C)(C)C Tetramethyldisilylene(benz[e]inden-3-yl)(3-neopentyl-cyclopentadienyl)hafnium